4-((2-(4-(2-aminoprop-2-yl)piperidin-1-yl)pyrido[2,3-b]pyrazin-6-yl)thio)-3-chloropyridin-2-amine NC(C)(C)C1CCN(CC1)C=1N=C2C(=NC1)N=C(C=C2)SC2=C(C(=NC=C2)N)Cl